ClC=1C(=NC(=CC1)C1=C(C=C(C=C1)C(F)(F)F)C)C(=O)OC Methyl 3-chloro-6-(2-methyl-4-(trifluoromethyl) phenyl)picolinate